(2-(6-((6-methyl-1H-benzoimidazol-2-yl)methyl)-6H-pyrrolo[2,3-c]pyridin-2-yl)phenyl)methanol CC=1C=CC2=C(NC(=N2)CN2C=C3C(C=C2)=CC(=N3)C3=C(C=CC=C3)CO)C1